2-bromo-5-(3-hydroxy-2,6-dimethylphenyl)-1H-pyrrolo[2,3-b]pyridine-4-carbonitrile BrC1=CC2=C(N=CC(=C2C#N)C2=C(C(=CC=C2C)O)C)N1